[Si](C)(C)(C(C)(C)C)OC1=CC=C(C=C1)N(C(=O)C=1C=C(N(C1C)C)C1=C(C(=O)OC(C)(C)C)C=CC(=C1)Cl)C=1C=NN(C1CCCOC1OCCCC1)C tert-Butyl 2-{4-[(4-{[tert-butyl(dimethyl)silyl]oxy}phenyl){1-methyl-5-[3-(tetrahydro-2H-pyran-2-yloxy)propyl]-1H-pyrazol-4-yl}carbamoyl]-1,5-dimethyl-1H-pyrrol-2-yl}-4-chlorobenzoate